Tert-butyl 6-(3-(8-(bis(2-methoxyethyl)amino)-5-azaspiro[3.5]nonan-5-yl)-4-bromo-5-methyl-1H-pyrazol-1-yl)-2-azaspiro[3.3]heptane-2-carboxylate COCCN(C1CCN(C2(CCC2)C1)C1=NN(C(=C1Br)C)C1CC2(CN(C2)C(=O)OC(C)(C)C)C1)CCOC